2-((2R,4S)-2-(1-cyclopropyl-1H-pyrazol-4-yl)tetrahydro-2H-pyran-4-yl)-4-(2,4-difluorophenyl)-6,7-dimethylpteridine C1(CC1)N1N=CC(=C1)[C@@H]1OCC[C@@H](C1)C1=NC2=NC(=C(N=C2C(=N1)C1=C(C=C(C=C1)F)F)C)C